ClCC(=O)N(CC1=NNC=C1)NC(=O)[C@@H](CC(C)C)NC(OCC1=CC=CC=C1)=O Benzyl N-[(1R)-1-[[(2-chloroacetyl)-(1H-pyrazol-3-ylmethyl)amino]carbamoyl]-3-methyl-butyl]carbamate